(R)-2-methyl-N-(1-(2-(1-methyl-1H-pyrazol-4-yl)quinolin-4-yl)ethyl)-5-(4-methyl-4,7-diazaspiro[2.5]octan-7-yl)benzamide CC1=C(C(=O)N[C@H](C)C2=CC(=NC3=CC=CC=C23)C=2C=NN(C2)C)C=C(C=C1)N1CCN(C2(CC2)C1)C